(Z)-N'-hydroxy-6-((4-methylphenyl)sulfonamido)-nicotinimidamide O\N=C(\C1=CN=C(C=C1)NS(=O)(=O)C1=CC=C(C=C1)C)/N